N[C@@H]1CN(CCC1)C1=C(C(=C(C(=N1)SC(C(=O)N)C1=CC=CC=C1)C#N)CC)C#N 2-((6-((S)-3-aminopiperidin-1-yl)-3,5-dicyano-4-ethylpyridin-2-yl)sulfanyl)-2-phenylacetamide